F[C@H]1[C@@H](CN(CC1)C1=NC2=C(N1CC1=NC=C(C=N1)OC)C=CC=C2)N (3r,4r)-4-fluoro-1-(1-((5-methoxypyrimidin-2-yl)methyl)-1H-benzo[d]imidazol-2-yl)piperidin-3-amine